(S)-2-aminon-pentane N[C@@H](C)CCC